8-(6-bromohexyloxy)-5-(benzo[d][1,3]dioxol-5-yl)quinoline BrCCCCCCOC=1C=CC(=C2C=CC=NC12)C1=CC2=C(OCO2)C=C1